C(C)N1CC=2N(CC1)C=C(N2)C2=CN=C1C=CC(=NC1=C2)C=2C(=NNC2)C2=NC(=CC=C2)C 7-(7-ethyl-6,8-dihydro-5H-imidazo[1,2-a]pyrazin-2-yl)-2-[3-(6-methyl-2-pyridyl)-1H-pyrazol-4-yl]-1,5-naphthyridine